5-[[1-(4-nitrophenyl)-4-piperidylidene]methyl]-3,4-dihydro-1H-isoquinoline-2-carboxylic acid tert-butyl ester C(C)(C)(C)OC(=O)N1CC2=CC=CC(=C2CC1)C=C1CCN(CC1)C1=CC=C(C=C1)[N+](=O)[O-]